C[C@H]1CN(CCN1C)C=1C=CC(=C(C(=O)NC2(CC2)C2=CC(=CC(=C2)C=2C=NN(C2)C)C2=NN(C=C2)CC)C1)C (S)-5-(3,4-dimethylpiperazin-1-yl)-N-(1-(3-(1-ethyl-1H-pyrazol-3-yl)-5-(1-methyl-1H-pyrazol-4-yl)phenyl)cyclopropyl)-2-methylbenzamide